4-(2-((1-Methyl-3-(trifluoromethyl)-1H-pyrazol-5-yl)sulfonyl)-2-azaspiro[3.4]octan-6-yl)morpholine CN1N=C(C=C1S(=O)(=O)N1CC2(C1)CC(CC2)N2CCOCC2)C(F)(F)F